CC=1C(C(=C(C1C)C)C)[Si](C)(C)C 2,3,4,5-tetramethyl-1-trimethylsilyl-cyclopent-2,4-diene